O1C(OCC1)C1=CC(=C(C=C1)N(C=O)COCC[Si](C)(C)C)[N+](=O)[O-] N-(4-(1,3-Dioxolan-2-yl)-2-nitrophenyl)-N-((2-(trimethylsilyl)ethoxy)methyl)formamide